4-(difluoromethoxy)-2-fluoro-1-isocyanatobenzene FC(OC1=CC(=C(C=C1)N=C=O)F)F